5-bromo-7-cyanobenzo[d]oxazol BrC=1C=C(C2=C(N=CO2)C1)C#N